4-Chloro-N-((R)-2-(((S)-5,11-dioxo-2,3,10,11-tetrahydro-1H,5H-benzo[d]pyrazolo[1,2-a][1,2]diazepin-10-yl)carbamoyl)butyl)-2-(6-methoxypyridin-3-yl)thiazole-5-carboxamide ClC=1N=C(SC1C(=O)NC[C@@H](CC)C(N[C@H]1C2=C(C(N3N(C1=O)CCC3)=O)C=CC=C2)=O)C=2C=NC(=CC2)OC